ClC1=CC=C(N=N1)N[C@@H]1CC[C@H]2CN(C[C@H]21)C(=O)C2=CC=1COCCC1S2 [(3aS,4R,6aR)-4-[(6-chloro-3-pyridazinyl)amino]hexahydrocyclopenta[c]pyrrol-2(1H)-yl](6,7-Dihydro-4H-thieno[3,2-c]pyran-2-yl)methanone